C(C1=NNC(=N1)N)C1=NNC(=N1)N 3,3'-Methylenebis(5-amino-1,2,4-triazole)